COC(CCCCCCCCCCCCC/C=C/C=C)OC (3E)-18,18-dimethoxy-1,3-octadecadiene